cresol-4,6-disulfonic acid C1(=CC(=CC(=C1O)S(=O)(=O)O)S(=O)(=O)O)C